1,8-dimethyl-1,3,6,8,10,13-hexaazacyclotetradecane CN1CNCCNCN(CNCCNC1)C